NC([C@H](CCC(=O)OC(C)(C)C)N1C(C2=CC=C(C(=C2C1)OCC1=CCN(CC1)C(=O)OC(C)(C)C)Br)=O)=O (S)-tert-butyl 4-(((2-(1-amino-5-(tert-butoxy)-1,5-dioxopentan-2-yl)-5-bromo-1-oxoisoindolin-4-yl)oxy)methyl)-5,6-dihydropyridine-1(2H)-carboxylate